ClC1=CC=C(CNC2=NC=C3N=CN(C3=N2)[C@H]2[C@@H](O)[C@H](O)[C@H](O2)CO)C=C1 4-chlorobenzylamino-9-β-D-arabinofuranosylpurine